N-(1-ethyl-2-oxo-1,2-dihydrobenzo[cd]indol-6-yl)-1-(3-fluorophenyl)methanesulfonamide C(C)N1C(C2=C3C(C(=CC=C13)NS(=O)(=O)CC1=CC(=CC=C1)F)=CC=C2)=O